benzo[2,3-b]furan O1C2=C(C=C1)C=CC=C2